CC1=C(C=CC=C1B1OC(C(O1)(C)C)(C)C)N1CN=C2C=CC=CC2=C1 3-(2-methyl-3-(4,4,5,5-tetramethyl-1,3,2-dioxaborolan-2-yl)phenyl)quinazoline